1,4-bis(p-toluidinyl)anthraquinone N(C1=CC=C(C=C1)C)C1=CC=C(C=2C(C3=CC=CC=C3C(C12)=O)=O)NC1=CC=C(C=C1)C